N-(2,2,2-trifluoroethyl)tetrahydropyran-4-amine FC(CNC1CCOCC1)(F)F